(3'R,4'S,5'R)-6''-chloro-4'-(2-chloro-3-fluoropyridin-4-yl)-N-((1r,4R)-4-formylcyclohexyl)-4,4-dimethyl-2''-oxodispiro[cyclohexane-1,2'-pyrrolidine-3',3''-indoline]-5'-carboxamide ClC1=CC=C2[C@@]3(C(NC2=C1)=O)C1(N[C@H]([C@@H]3C3=C(C(=NC=C3)Cl)F)C(=O)NC3CCC(CC3)C=O)CCC(CC1)(C)C